BrC1=C(C=CC(=C1)F)CNCC(OC)OC N-[(2-bromo-4-fluoro-phenyl)methyl]-2,2-dimethoxy-ethanamine